COC1=C(C=C(C=C1)C1=C(N=CN1COCC[Si](C)(C)C)C(=O)OC)[N+](=O)[O-] methyl 5-(4-methoxy-3-nitrophenyl)-1-((2-(trimethylsilyl)ethoxy)methyl)-1H-imidazole-4-carboxylate